4-(adamantan-1-yl)-N-((4-(((2-(2,6-dioxopiperidin-3-yl)-1-oxoisoindolin-4-yl)oxy)methyl)thiazol-2-yl)methyl)-2-methylbutanamide C12(CC3CC(CC(C1)C3)C2)CCC(C(=O)NCC=2SC=C(N2)COC2=C3CN(C(C3=CC=C2)=O)C2C(NC(CC2)=O)=O)C